CN1C[C@@H](CC[C@H]1C)NC(=O)[C@H]1CCN(C2(CC2)C1)C(=O)C1=NNC(=C1)C1=CC(=NC=C1F)OC (S)-N-((3R,6R)-1,6-dimethylpiperidin-3-yl)-4-(5-(5-fluoro-2-methoxypyridin-4-yl)-1H-pyrazole-3-carbonyl)-4-azaspiro[2.5]octane-7-carboxamide